OC=1C=C2C(=NC1)OC(=N2)C=2C=CC(N(N2)C)=O 6-{6-hydroxy-[1,3]oxazolo[5,4-b]pyridin-2-yl}-2-methyl-2,3-dihydro-pyridazin-3-one